C(C)(C)(C)OC(=O)N1CCN(CC1)C1=C(C(=NC2=C(C=CC=C12)OC1=C(C=CC=C1O)F)Cl)C#N 4-(2-chloro-3-cyano-8-(2-fluoro-6-hydroxyphenoxy)quinolin-4-yl)piperazine-1-carboxylic acid tert-butyl ester